C\C=C\C1=CC=CC=C1 (E)-beta-methyl-styrene